CC1C=CC(O1)C1(CCN(CC1)CC1=CC=C(C=C1)NC(C)=O)CCC1=CC=CC=C1 N-(4-((4-(5-methyl-2,5-dihydrofuran-2-yl)-4-phenethyl-piperidin-1-yl)methyl)phenyl)acetamide